COC(=O)C=1C(N(C2=CC(=CC=C2C1N)Br)C1=CC=C(C=C1)F)=O 4-Amino-7-bromo-1-(4-fluorophenyl)-2-oxo-1,2-dihydroquinoline-3-carboxylic acid methyl ester